N-(5-cyclopropyl-1H-pyrazol-3-yl)-2-(6-(6-(4-methoxybenzyl)-3,6-diazabicyclo[3.1.1]heptane-3-yl)pyridin-3-yl)quinazolin-4-amine C1(CC1)C1=CC(=NN1)NC1=NC(=NC2=CC=CC=C12)C=1C=NC(=CC1)N1CC2N(C(C1)C2)CC2=CC=C(C=C2)OC